OC1=C(C=CC(=O)O)C=C(C(=C1)O)OC 2,4-dihydroxy-5-methoxycinnamic acid